N[C@@H]1[C@@H](OCC12CCN(CC2)C=2N=CC(=NC2)SC=2C(=C1C(N(C=NC1=CC2)CC(=O)N)=O)Cl)C 2-(6-((5-((3S,4S)-4-amino-3-methyl-2-oxa-8-azaspiro[4.5]decan-8-yl)pyrazin-2-yl)thio)-5-chloro-4-oxoquinazoline-3(4H)-yl)acetamide